tert-butyl 4-(((2S,4S)-4-((tert-butoxycarbonyl)(3,3-difluorocyclobutyl)amino)-2-(4-(methoxycarbonyl)phenyl)piperidin-1-yl)methyl)-5-methoxy-7-methyl-1H-indole-1-carboxylate C(C)(C)(C)OC(=O)N([C@@H]1C[C@H](N(CC1)CC1=C2C=CN(C2=C(C=C1OC)C)C(=O)OC(C)(C)C)C1=CC=C(C=C1)C(=O)OC)C1CC(C1)(F)F